C1(CC1)C(=O)N1CCC2=CC(=CC=C12)C=1N=C(SC1C)NC(CC1=CC(=CC=C1)OCCCCCCCNC1=C2C(N(C(C2=CC=C1)=O)C1C(NC(CC1)=O)=O)=O)=O N-(4-(1-(cyclopropanecarbonyl)indolin-5-yl)-5-methylthiazol-2-yl)-2-(3-((7-((2-(2,6-dioxopiperidin-3-yl)-1,3-dioxoisoindolin-4-yl)amino)heptyl)oxy)phenyl)acetamide